C1(CC1)C1=NN=CO1 5-cyclopropyl-1,3,4-oxadiazol